C(C)(C)(C)OC(=O)NNC([C@@H](NC(=O)OCC1=CC=CC=C1)CC1=CNC2=CC=CC=C12)=O 2-(((benzyloxy)carbonyl)-L-tryptophanyl)hydrazine-1-carboxylic acid tert-butyl ester